2-(4-(((3aR,5R,6aS)-2-((S)-2-hydroxypropanoyl)octahydrocyclopenta[c]pyrrol-5-yl)amino)-1H-pyrrolo[2,3-b]pyridin-5-yl)-4-methyl-N-(1-methylpiperidin-4-yl)thiazole-5-carboxamide O[C@H](C(=O)N1C[C@@H]2[C@H](C1)CC(C2)NC2=C1C(=NC=C2C=2SC(=C(N2)C)C(=O)NC2CCN(CC2)C)NC=C1)C